(S)-2-(4-bromophenyl)-2-((tert-butoxycarbonyl)amino)ethan-1-ylium BrC1=CC=C(C=C1)[C@H]([CH2+])NC(=O)OC(C)(C)C